COC1=C(C=CC(=C1)OC)CNC=1N=CC2=C(N1)N(C(C(=C2)N2CCN(C1=C(C=CC=C21)C)C(C=C)=O)=O)C2=CC=C(C=C2)OCCN(C)C 2-[(2,4-dimethoxyphenyl)methylamino]-8-[4-[2-(dimethylamino)ethoxy]phenyl]-6-(5-methyl-4-prop-2-enoyl-2,3-dihydroquinoxalin-1-yl)pyrido[2,3-d]pyrimidin-7-one